NC1=NN2C(C=C(C=C2)C=2C=C(C(=NC2)C)C(=O)NC([2H])C2=C(C=CC(=C2)OC(F)(F)F)F)=N1 5-{2-amino-[1,2,4]triazolo[1,5-a]pyridin-7-yl}-N-{[2-fluoro-5-(trifluorometh-oxy)phenyl](deutero)meth-yl}-2-methylpyridine-3-carboxamide